CC(C)(C)OC(=O)NC(CC=O)CC1=CC=CC=C1 N-boc-(+/-)-3-amino-4-phenylbutanal